quinol-2-amine N1=C(C=CC2=CC=CC=C12)N